ethyl 4-(5-methyl-1-tetrahydropyran-2-yl-indazol-4-yl)-2-oxo-cyclohexanecarboxylate CC=1C(=C2C=NN(C2=CC1)C1OCCCC1)C1CC(C(CC1)C(=O)OCC)=O